N1,N2-bis([1,1'-biphenyl]-2-yl)oxalamide C1(=C(C=CC=C1)NC(C(=O)NC1=C(C=CC=C1)C1=CC=CC=C1)=O)C1=CC=CC=C1